3-(5-(3-((tert-butoxycarbonyl) amino)-3-methylpyrrolidin-1-yl) pyridin-3-yl)-3'-chloro-5-fluoro-4'-(3-methyl-2-oxo-2,3-dihydro-1H-imidazol-1-yl)-[1,1'-biphenyl]-2-yl acetate C(C)(=O)OC1=C(C=C(C=C1C=1C=NC=C(C1)N1CC(CC1)(C)NC(=O)OC(C)(C)C)F)C1=CC(=C(C=C1)N1C(N(C=C1)C)=O)Cl